((1-(tetrahydro-2H-pyran-2-yl)-1H-pyrazol-4-yl)thio)phthalazin-1(2H)-one O1C(CCCC1)N1N=CC(=C1)SN1C(C2=CC=CC=C2C=N1)=O